COC=1C(=C2C=CNC2=C(C1)C)CN1[C@H](CC2(COC2)CC1)C1=CC=C(C(=O)O)C=C1 |r| (+-)-4-(7-((5-methoxy-7-methyl-1H-indol-4-yl)methyl)-2-oxa-7-azaspiro[3.5]nonan-6-yl)benzoic acid